COC(C1=CC=C(C=C1)C=O)=O 4-formylbenzoic acid methyl Ester